CN(C(=O)NC1=CC=C(C=C1)C)C1=CC=2OC(C(=CC2S1)C(=O)OC)=O methyl 2-(1-methyl-3-(p-tolyl)ureido)-5-oxo-5H-thieno[3,2-b]pyran-6-carboxylate